C1(CC1)C(=O)N1CCC(=CC1)C=1C=NC(=CC1)[C@H](C)NC=1N=CC2=C(N1)N(C(C=C2)=O)[C@@H](C)C(C)C 2-({(1S)-1-[1'-(cyclopropylcarbonyl)-1',2',3',6'-tetrahydro-3,4'-bipyridin-6-yl]ethyl}amino)-8-[(2S)-3-methylbutan-2-yl]pyrido[2,3-d]pyrimidin-7(8H)-one